C(C1=CC=CC=C1)OC(=O)N1[C@@H](CC(CC1)CC=O)C1=CC=C(C=C1)C(=O)OC (2S)-2-(4-(methoxycarbonyl)phenyl)-4-(2-oxoethyl)piperidine-1-carboxylic acid benzyl ester